2-[[3-(Difluoromethyl)-1-piperidinyl]methyl]-6-[3-[1-(4-methyl-1,2,4-triazol-3-yl)cyclobutyl]phenyl]-4-(trifluoromethyl)-1H-pyrrolo[2,3-c]pyridin-7-one FC(C1CN(CCC1)CC1=CC2=C(C(N(C=C2C(F)(F)F)C2=CC(=CC=C2)C2(CCC2)C2=NN=CN2C)=O)N1)F